(E)-3-(4-(butylsulfanyl)-7-(diethylamino)-6-nitro-2-oxo-2H-chromen-3-yl)-2-cyanoacrylic acid tert-butyl ester C(C)(C)(C)OC(\C(=C\C=1C(OC2=CC(=C(C=C2C1SCCCC)[N+](=O)[O-])N(CC)CC)=O)\C#N)=O